FC(C1CN(CCC1)CC1=CC=C(O1)C(=O)O)(F)F 5-((3-(trifluoromethyl)piperidin-1-yl)methyl)furan-2-carboxylic acid